FC(C=1N(C(OC1)=S)C=1N=C2N(CCOC3=C2C=CC(=C3)N[C@H](C(=O)N)C)C1)F (S)-2-((2-((S)-4-(difluoromethyl)-2-thioxooxazolin-3-yl)-5,6-dihydrobenzo[f]imidazo[1,2-d][1,4]oxazepin-9-yl)amino)propanamide